8-((Methylsulfanyl)methoxy)-3-(4-(2,2,2-trifluoroethoxy)phenyl)-2-(trifluoromethyl)-4H-pyrido[1,2-a]pyrimidin-4-one CSCOC1=CC=2N(C(C(=C(N2)C(F)(F)F)C2=CC=C(C=C2)OCC(F)(F)F)=O)C=C1